C(C)(C)(C)OC(=O)N(C(CC1=NC(=CC=C1[N+](=O)[O-])OC)C)CC1=C(C=CC(=C1)F)NC1=C(C(=O)OC)C=C(C(=C1)C(F)(F)F)F methyl 2-((2-(((tert-butoxycarbonyl) (1-(6-methoxy-3-nitropyridin-2-yl) propan-2-yl) amino) methyl)-4-fluorophenyl) amino)-5-fluoro-4-(trifluoromethyl)-benzoate